3-(1-ethyl-2-(2-((S)-1-methoxyethyl)pyridin-3-yl)-5-(4,4,5,5-tetramethyl-1,3,2-dioxaborolan-2-yl)-1H-indol-3-yl)-2,2-dimethylpropyl (3S,4S)-4-methylhexahydropyridazine-3-carboxylate C[C@@H]1[C@H](NNCC1)C(=O)OCC(CC1=C(N(C2=CC=C(C=C12)B1OC(C(O1)(C)C)(C)C)CC)C=1C(=NC=CC1)[C@H](C)OC)(C)C